N1C=C(C2=CC=CC=C12)C(=O)N1C=NC=C1 1-(1H-indole-3-carbonyl)-1H-imidazole